C(C)(C)(CC(C)(C)C)C1=CC=C(CO)C=C1 4-t-octylbenzyl alcohol